5-((4-((2-hydroxy-1-phenylethyl)amino)-5-(1,3,4-oxadiazol-2-yl)pyrimidin-2-yl)amino)-3,3-dimethylbenzo[c][1,2]oxaborol-1(3H)-ol OCC(C1=CC=CC=C1)NC1=NC(=NC=C1C=1OC=NN1)NC1=CC2=C(B(OC2(C)C)O)C=C1